CN1N=CC2=CC=C(C=C12)C1=NOC(=N1)C1CCN(CC1)C(CNC(C1=CC=CC=C1)=O)=O N-(2-(4-(3-(1-methyl-1H-indazol-6-yl)-1,2,4-oxadiazol-5-yl)piperidin-1-yl)-2-oxoethyl)benzamide